C12(CC3CC(CC(C1)C3)C2)C=2C=CC(=C(C2)C2(OCCO2)C2=CC=C(C=C2)/C=C/C(=O)O)OC (2E)-3-(4-[2-[5-(adamantan-1-yl)-2-methoxyphenyl]-1,3-dioxolan-2-yl]phenyl)prop-2-enoic acid